OC1=C(C=NC2=CC=CC=C12)C(=O)OCC ethyl (4-hydroxy-quinoline-3-carboxylate)